OC1(COC1)C1=CC=C(C=C1)C(=O)N1CC2C(C1)C=C(C2)C2=C(C=CC=C2)C (4-(3-hydroxyoxetan-3-yl)phenyl)(5-(tolyl)-3,3a,6,6a-tetrahydrocyclopenta[c]pyrrol-2(1H)-yl)methanone